C(C1=CC=CC=C1)N1C(C2=CC=C(C=C2C(C1)N)F)C 2-benzyl-6-Fluoro-1-methyl-1,2,3,4-tetrahydroisoquinolin-4-amine